C1(=CC=C(C=C1)C=1OC=CC1)C1=CC=CC=C1 2-([1,1'-biphenyl]-4-yl)furan